C(C)OC(C(C(=O)OCC)[C@@H]1CN(CC1)C(=O)OC(C)(C)C)=O 2-((R)-1-tert-Butoxycarbonyl-pyrrolidin-3-yl)-malonic acid diethyl ester